tert-butyl ethyl(1-(5-methoxy-4-(7-(methylthio)pyrazolo[1,5-c]pyrimidin-5-yl)pyridin-2-yl)ethyl)carbamate C(C)N(C(OC(C)(C)C)=O)C(C)C1=NC=C(C(=C1)C1=CC=2N(C(=N1)SC)N=CC2)OC